N[C@@H](CCC(=O)O)C(=O)O homoaspartic acid